C(CCC)[N+](CCCCC)(CCCC)CCCC tributylpentyl-ammonium